[Si](C)(C)(C(C)(C)C)OCCCC=1C2=C(N=C(N1)C=1C(=NC=CC1)C(C)C)N=C(C(=C2)Cl)Cl 3-((tert-butyldimethylsilyl)oxy)propyl-2-isopropylpyridin-3-yl-6,7-dichloropyrido[2,3-d]pyrimidine